sodium N-lauroyl-(glycylglycine) C(CCCCCCCCCCC)(=O)N(CC(=O)O)C(CN)=O.[Na]